glycerone phosphate P(=O)(O)(O)OCC(=O)CO